C1(CC1)C[C@@H](C(=O)N[C@@H](C[C@H]1C(NCCC1)=O)C(CO)=O)NC(C(=O)NC1=C(C=CC=C1)F)=O N1-((S)-3-cyclopropyl-1-(((S)-4-hydroxy-3-oxo-1-((S)-2-oxopiperidin-3-yl)butan-2-yl)amino)-1-oxopropan-2-yl)-N2-(2-fluorophenyl)oxalamide